C(C(C)(C)C)(=O)O.C(C1=CC=CC=C1)(=O)N benzoic acid, amide pivalate